4-chloro-3-(3-chloro-5,7-difluoro-4-oxo-1,4-dihydro-quinolin-2-yl)benzonitrile ClC1=C(C=C(C#N)C=C1)C=1NC2=CC(=CC(=C2C(C1Cl)=O)F)F